1-[3-(1-hydroxyethyl)-6-[5-[rac-(3R)-3-hydroxypyrrolidin-1-yl]benzimidazol-1-yl]-2-pyridinyl]-5-methyl-pyrazole-3-carbonitrile OC(C)C=1C(=NC(=CC1)N1C=NC2=C1C=CC(=C2)N2C[C@@H](CC2)O)N2N=C(C=C2C)C#N |r|